(Rac)-tert-butyl 4-[2-(oxepan-4-yl)-3H-imidazo[4,5-b]pyridin-7-yl]piperidine-1-carboxylate O1CC[C@@H](CCC1)C1=NC=2C(=NC=CC2C2CCN(CC2)C(=O)OC(C)(C)C)N1 |r|